O1N=C(C=N1)ON1ON=C(C1[N+](=O)[O-])[N+](=O)[O-] 3,4-dinitrofurazanyl furazanyl oxide